1-(Imidazo[1,2-a]pyrazin-3-ylmethyl)-N-(3-(morpholinomethyl)-5-(trifluoromethyl)phenyl)indolin-6-carboxamid N=1C=C(N2C1C=NC=C2)CN2CCC1=CC=C(C=C21)C(=O)NC2=CC(=CC(=C2)C(F)(F)F)CN2CCOCC2